2-[(3-chloro-4-fluorophenyl)-(2-oxaspiro[3.4]octan-6-yloxy)methyl]-5-methyl-4-methylsulfonyl-1H-imidazole ClC=1C=C(C=CC1F)C(C=1NC(=C(N1)S(=O)(=O)C)C)OC1CC2(COC2)CC1